2-propylmercapto-5-(4-iodophenyl)-5,6-dihydropyrido[2,3-d]pyrimidine-4,7(3H,8H)-dione C(CC)SC=1NC(C2=C(N1)NC(CC2C2=CC=C(C=C2)I)=O)=O